3-(4-methylphenyl)acrylic acid CC1=CC=C(C=C1)C=CC(=O)O